2-((4-(2-hydroxyethoxy)benzyl)amino)-4-phenylbutanamide di-trifluoroacetate FC(C(=O)O)(F)F.FC(C(=O)O)(F)F.OCCOC1=CC=C(CNC(C(=O)N)CCC2=CC=CC=C2)C=C1